4-methyl-4-penten-1-ol CC(CCCO)=C